C1(CCCCC1)CNC(=O)C=1OC2=CC=CC=C2C(C1)=O N-(cyclohexylmethyl)-4-oxo-chromene-2-carboxamide